1-[3-(1-hydroxyethyl)-6-[6-[1-(oxetan-3-yl)azepan-4-yl]oxypyrazolo[1,5-a]pyridin-3-yl]pyridin-2-yl]-5-methylpyrazole-3-carbonitrile OC(C)C=1C(=NC(=CC1)C=1C=NN2C1C=CC(=C2)OC2CCN(CCC2)C2COC2)N2N=C(C=C2C)C#N